5-(3-((4-((1r,4r)-4-(4-amino-5-(4-phenoxyphenyl)imidazo[5,1-f][1,2,4]triazin-7-yl)cyclohexyl)piperazin-1-yl)methyl)azetidin-1-yl)-2-(2,6-dioxopiperidin-3-yl)isoindoline-1,3-dione NC1=NC=NN2C1=C(N=C2C2CCC(CC2)N2CCN(CC2)CC2CN(C2)C=2C=C1C(N(C(C1=CC2)=O)C2C(NC(CC2)=O)=O)=O)C2=CC=C(C=C2)OC2=CC=CC=C2